benzoxatriazacyclotridecin O1N=NN=CC=CC=CC=CC2=C1C=CC=C2